BrC=1C=C(C=CC1)C(C(=O)OC)(CCSCCO)C methyl 2-(3-bromophenyl)-4-((2-hydroxyethyl)thio)-2-methylbutanoate